2-amino-9-((2r,3r,5s)-5-((S)-2-fluoro-1-hydroxyethyl)-3-hydroxytetrahydrofuran-2-yl)-7-(prop-2-yn-1-yl)-7,9-dihydro-1H-purine-6,8-dione NC=1NC(C=2N(C(N(C2N1)[C@@H]1O[C@@H](C[C@H]1O)[C@@H](CF)O)=O)CC#C)=O